9-(1,1'-biphenyl)-4-yl-3,3'-bicarbazole C1(=CC=C(C=C1)N1C2=CC=CC=C2C=2CC(C=CC12)=C1C=CC2=NC3=CC=CC=C3C2=C1)C1=CC=CC=C1